2-(4-chloro-3-fluorophenoxy)-N-(4-{4-[2-(trifluoromethoxy)ethoxy]-1H-pyrazol-1-yl}bicyclo[2.1.1]hexan-1-yl)acetamide ClC1=C(C=C(OCC(=O)NC23CCC(C2)(C3)N3N=CC(=C3)OCCOC(F)(F)F)C=C1)F